O=C1NC(CCC1N1C(C2=CC=C(C=C2C1=O)N1CCC(CC1)CO)=O)=O (2,6-dioxopiperidin-3-yl)-5-(4-(hydroxymethyl)piperidin-1-yl)isoindoline-1,3-dione